(S)-2-isobutyryl-N-methyl-N-(2,2,2-trifluoro-1-(4-fluorophenyl)ethyl)-1,2,3,4-tetrahydroisoquinoline-7-sulfonamide C(C(C)C)(=O)N1CC2=CC(=CC=C2CC1)S(=O)(=O)N([C@H](C(F)(F)F)C1=CC=C(C=C1)F)C